ClC=1C(=NC=CC1)[Pd]Cl (3-chloropyridinyl)palladium (II) chloride